COC=1C=C(CCC2=NNC(=C2)NC(C2=CC=C(C=C2)N2CCN(CC2)CCC(F)(F)F)=O)C=C(C1)OC N-(3-(3,5-dimethoxyphenethyl)-1H-pyrazol-5-yl)-4-(4-(3,3,3-trifluoropropyl)piperazin-1-yl)benzamide